3-(3-dimethylamino-1-ethyl-2-methylpropyl)phenol hydrochloride Cl.CN(CC(C(CC)C=1C=C(C=CC1)O)C)C